rac-2-chloro-5-((3as,5r,7as)-1,3,3,5,7-pentamethyloctahydrobenzo[c]isoxazol-5-yl)benzonitrile ClC1=C(C#N)C=C(C=C1)[C@]1(C[C@H]2[C@@H](N(OC2(C)C)C)[C@@H](C1)C)C |&1:19|